2-(4-chlorophenyl)-N-((6-(4-chlorophenyl)imidazo[2,1-b]thiazol-5-yl)methyl)ethan-1-amine ClC1=CC=C(C=C1)CCNCC1=C(N=C2SC=CN21)C2=CC=C(C=C2)Cl